NC1=NC=C(C2=C1C(=C(N2C)C2=CC=C(C=C2)NC(C=C)=O)C2=CC(=C(C=C2)OC2=NC=C(C(=N2)C)Cl)F)C#N N-(4-(4-amino-3-(4-((5-chloro-4-methylpyrimidin-2-yl)oxy)-3-fluorophenyl)-7-cyano-1-methyl-1H-pyrrolo[3,2-c]pyridin-2-yl)phenyl)acrylamide